ClC1=CC(N(C2=CC=C(C=C12)N1C=NC=C1)C)=O 4-chloro-6-(1H-imidazol-1-yl)-1-methylquinolin-2(1H)-one